3-[2-[1(R)-(4-Chlorofuran-2-yl)propylamino]-3,4-dioxo-1-cyclobutenylamino]-2-hydroxy-N,N-dimethylbenzamide ClC=1C=C(OC1)[C@@H](CC)NC1=C(C(C1=O)=O)NC=1C(=C(C(=O)N(C)C)C=CC1)O